5-acetyl-6-methyl-2-(pyridin-4-yl)indolizine-7-carboxylic acid ethyl ester C(C)OC(=O)C=1C(=C(N2C=C(C=C2C1)C1=CC=NC=C1)C(C)=O)C